3-Benzothiazol-5-yl-7-(2,5-dimethyl-2H-pyrazol-3-yl)-thieno[3,2-c]pyridin-4-ylamine S1C=NC2=C1C=CC(=C2)C2=CSC1=C2C(=NC=C1C=1N(N=C(C1)C)C)N